4-amino-N,1-dimethyl-7-(trifluoromethyl)-N-((4S)-7-(trifluoromethyl)-3,4-dihydro-1H-2-benzopyran-4-yl)-1H-pyrazolo[4,3-c]quinoline-8-carboxamide NC1=NC=2C=C(C(=CC2C2=C1C=NN2C)C(=O)N([C@@H]2COCC1=C2C=CC(=C1)C(F)(F)F)C)C(F)(F)F